C(CCCCCCC\C=C/C\C=C/CCCCC)C1(C(C1)CN(C)C)CCCCCCCC\C=C/C\C=C/CCCCC 1-(2,2-Di((9Z,12Z)-octadeca-9,12-dien-1-yl)cyclopropyl)-N,N-dimethylmethanamine